CC1=NN=C2N1C=C(C=C2)C2=CNC=1N=C(N=CC12)NC1CCC(CC1)OCCO 2-(((1r,4r)-4-((5-(3-methyl-[1,2,4]triazolo[4,3-a]pyridin-6-yl)-7H-pyrrolo[2,3-d]pyrimidin-2-yl)amino)cyclohexyl)oxy)ethan-1-ol